2-(2-((S)-1-((2S,4R)-1-((S)-2-(1-fluorocyclopropanecarboxamido)-3,3-dimethylbutanoyl)-4-hydroxypyrrolidine-2-carboxamido)ethyl)-5-(4-methylthiazol-5-yl)phenoxy)acetic acid FC1(CC1)C(=O)N[C@H](C(=O)N1[C@@H](C[C@H](C1)O)C(=O)N[C@@H](C)C1=C(OCC(=O)O)C=C(C=C1)C1=C(N=CS1)C)C(C)(C)C